(3-(((5-(1H-imidazol-4-yl)pyrazin-2-yl)oxy)methyl)bicyclo[1.1.1]pentan-1-yl)(5-(2,5-difluoro-4-methylphenyl)-4,5-dihydro-1H-pyrazol-1-yl)methanone N1C=NC(=C1)C=1N=CC(=NC1)OCC12CC(C1)(C2)C(=O)N2N=CCC2C2=C(C=C(C(=C2)F)C)F